C(C1=CC=CC=C1)[P+](C1=CC=CC=C1)(C1=CC=CC=C1)C1=CC=CC=C1.OC1=CC=C(C=C1)C(C(F)(F)F)C1=CC=C(C=C1)O 1,1-bis(4-hydroxyphenyl)-2,2,2-trifluoroethane-benzyltriphenylphosphonium salt